BrCCOCCOCCOCCOC1=CC(=CC=C1)C(OC)OC 1-[11-bromo-3,6,9-trioxaundecyloxy]-3-dimethoxymethyl-benzene